(trifluoromethoxy)pyrrolidine-1-carboxamide FC(OC1N(CCC1)C(=O)N)(F)F